FC=1C(=C(C=CC1F)[C@@H]1CO[C@@]([C@@H]1C)(C(F)(F)F)C)OC (2S,3R,4R,5S)-3-(3,4-difluoro-2-methoxy-phenyl)-4,5-dimethyl-5-(trifluoromethyl)tetrahydrofuran